O=C1CC2(CCN(C2)C(=O)OCCCC)CC1 butyl 7-oxo-2-azaspiro[4.4]nonane-2-carboxylate